FC=1C=C(C(=NC1)C)N1N=C(C(=C1)[N+](=O)[O-])OCCCO 3-[1-(5-fluoro-2-methyl-3-pyridyl)-4-nitro-pyrazol-3-yl]oxypropan-1-ol